C(C)(=O)N1CC2(CC1)CCN(CC2)C2=C(CN1CCN(CC1)C(=O)OC(C(F)(F)F)C(F)(F)F)C=CC(=C2)Cl 1,1,1,3,3,3-Hexafluoropropan-2-yl 4-(2-(2-acetyl-2,8-diazaspiro[4.5]decan-8-yl)-4-chlorobenzyl)piperazine-1-carboxylate